(2S)-2-{[(tertbutoxy)carbonyl]amino}-5-(2-nitro-1H-imidazol-1-yl)pentanoic acid C(C)(C)(C)OC(=O)N[C@H](C(=O)O)CCCN1C(=NC=C1)[N+](=O)[O-]